ClC=1C=C2C3=C(NC2=C(C1)C=1C(=NC(=CC1)Cl)OC)C(=NC=C3)C 6-Chloro-8-(6-chloro-2-methoxy-pyridin-3-yl)-1-methyl-9H-pyrido(3,4-b)indole